((2S,5R)-4-(1-(4-fluoro-2-(trifluoromethyl)phenyl)ethyl)-2,5-dimethylpiperazin-1-yl)-4-methyl-2,4-dihydro-5H-pyrazolo[4,3-B]pyridin-5-one FC1=CC(=C(C=C1)C(C)N1C[C@@H](N(C[C@H]1C)N1N=C2C(N(C(C=C2)=O)C)=C1)C)C(F)(F)F